OC1=NC2=CC(=C3C(=NC4=CC(=C5C(=NC6=CC(=C1C1=C6C5=C4C3=C21)O)O)O)O)O 2,3,6,7,10,11-hexahydroxy-1,5,9-triazacoronene